CC([C@@H](C(=O)OC)N(C(=O)N1CC2(CN(CO2)C(C=C)=O)CC1)C)C methyl (2S)-3-methyl-2-{methyl[3-(prop-2-enoyl)-1-oxa-3,7-diazaspiro[4.4]nonan-7-yl]carbonylamino}butanoate